CC(CCCNC(=O)C1=C(N=C(S1)N1CCOCCC1)C(C)C)(C)C N-(4,4-Dimethyl-pentyl)-4-isopropyl-2-([1,4]oxazepan-4-yl)-thiazole-5-carboxylic acid amide